NCCC=1C=CC(=NC1)C1=C(C=C(C#N)C=C1)OC=1N(N=C(C1)N1CCCC1)C 4-[5-(2-aminoethyl)pyridin-2-yl]-3-(2-methyl-5-pyrrolidin-1-ylpyrazol-3-yl)oxybenzonitrile